5-(5-methylfuran-2-yl)pyrimidin-2-amine CC1=CC=C(O1)C=1C=NC(=NC1)N